The molecule is a hydrate that is the heptahydrate form of chromium trinitrate. It is a hydrate, a chromium coordination entity and an inorganic nitrate salt. It contains a chromium trinitrate. [N+](=O)([O-])[O-].[N+](=O)([O-])[O-].[N+](=O)([O-])[O-].O.O.O.O.O.O.O.[Cr+3]